ClC1=CC=C(C(=N1)OC1=CC=CC=C1)C(C)=O 1-(6-chloro-2-phenoxy-3-pyridinyl)ethanone